C(C)(C)(C)OC(CC(C[C@H](C1=CC=CC=C1)N)=O)=O (5R)-5-amino-3-oxo-5-phenyl-pentanoic acid tert-butyl ester